CN1CC(C1)(C)[C@@](C=1C=C(C=NC1)C1=NC(=NO1)C1CCN(CC1)C(C)=O)(C1=CC=C(C=C1)C(C)C)O 1-[4-(5-{5-[(R)-(1,3-Dimethyl-azetidin-3-yl)-hydroxy-(4-isopropyl-phenyl)-methyl]-pyridin-3-yl}-[1,2,4]oxadiazol-3-yl)-piperidin-1-yl]-ethanone